tert-butyl (1R,4R)-5-[6-[2-[3-[1-(2,6-dioxo-3-piperidyl)-3-methyl-2-oxo-benzimidazol-5-yl]allyloxy]ethoxy]-2-pyridyl]-2,5-diazabicyclo[2.2.1]heptane-2-carboxylate O=C1NC(CCC1N1C(N(C2=C1C=CC(=C2)C=CCOCCOC2=CC=CC(=N2)N2[C@H]1CN([C@@H](C2)C1)C(=O)OC(C)(C)C)C)=O)=O